ClC1=CC=C(C(=N1)C(=O)O)NC(C)C=1C=C(C=C2C(N(C(=NC12)O)C)=O)C 6-Chloro-3-((1-(2-hydroxy-3,6-dimethyl-4-oxo-3,4-dihydroquinazolin-8-yl)ethyl)amino)picolinic acid